[O-2].[Zr+4].[Cr+3].[Mg+2] magnesium chromium zirconium oxide